(2R,3R,5R,6S)-5-((tert-butyldiphenylsilyl) oxy)-2-(((2R)-5,6-dihydroxyhex-2-yl) oxy)-6-methyltetrahydro-2H-pyran-3-yl benzoate C(C1=CC=CC=C1)(=O)O[C@H]1[C@@H](O[C@H]([C@@H](C1)O[Si](C1=CC=CC=C1)(C1=CC=CC=C1)C(C)(C)C)C)O[C@H](C)CCC(CO)O